5-(4-(hydroxymethyl)-1,3-dioxolan-2-yl)-2-methoxyphenol OCC1OC(OC1)C=1C=CC(=C(C1)O)OC